C(C(=C)C)(=O)OCCNC(C)(C)C 2-(tertbutylamino)ethyl methacrylate